[3H]Dopamine NCCC=1CC(O)C(O)=CC1